FC=1C(=CC(=NC1)OC)C1=CC(=NN1C1OCCCC1)C(=O)N1CCC(CC1)C(=O)O 1-(5-(5-fluoro-2-methoxypyridin-4-yl)-1-(tetrahydro-2H-pyran-2-yl)-1H-pyrazole-3-carbonyl)piperidine-4-carboxylic acid